C(C)(C)(C)C1=NC=C(C=N1)C(=O)NC=1C(=NC=CC1C1=NC(=CC=C1)OC)C1CCC(CC1)(F)F 2-(tert-butyl)-N-(2'-(4,4-difluorocyclohexyl)-6-methoxy-[2,4'-bipyridyl]-3'-yl)pyrimidine-5-carboxamide